C(C(=C)C)(=O)OCCC[Si](Cl)(C)C methacryloxypropyldimethylmonochlorosilane